CC1(C(CC=C1C)CCC(C(C)O)C)C 5-(2,2,3-trimethyl-3-cyclopentenyl)-3-methylpentan-2-ol